4-(Hydroxyamino)benzonitrile ONC1=CC=C(C#N)C=C1